(3R,4R)-4-(((3-cyclopropyl-7-(((1-(pyridin-2-yl)-1H-imidazol-4-yl)methyl)amino)pyrazolo[1,5-a]pyrimidin-5-yl)amino)methyl)piperidin-3-ol C1(CC1)C=1C=NN2C1N=C(C=C2NCC=2N=CN(C2)C2=NC=CC=C2)NC[C@@H]2[C@H](CNCC2)O